4-((3-(dimethylamino)-2,3-dihydro-1H-inden-5-yl)amino)-2-((S)-3-methyl-2,6-dioxopiperidin-3-yl)isoindoline-1,3-dione CN(C1CCC2=CC=C(C=C12)NC1=C2C(N(C(C2=CC=C1)=O)[C@@]1(C(NC(CC1)=O)=O)C)=O)C